C1=CC=C2C(=C1)C=CC=C2S alpha-thionaphthol